C(CC)C1C(OCCO1)=O 3-propyl-2-keto-1,4-dioxane